3-(propylcyclopentadienyl)(trimethylsilylmethyl-cyclopentadienyl)hafnium dichloride [Cl-].[Cl-].C(CC)C1(C=CC=C1)C1=CC(C=C1)(C[Si](C)(C)C)[Hf+2]